ClC=1C(=CC(=NC1)NC(=O)[C@]12[C@H]3C[C@@H]([C@@H]([C@@]2(C1)C1=CC(=NC=C1)OC)O3)O)C(F)(F)F |r| rac-(1r,2r,4s,5r,6s)-N-(5-chloro-4-(trifluoromethyl)pyridin-2-yl)-6-hydroxy-4-(2-methoxypyridin-4-yl)-8-oxatricyclo[3.2.1.02,4]octane-2-carboxamide